methyl 3-(1-bromo-8-chloroimidazo[1,5-a]pyrazin-3-yl)-1-isopropylcyclopentanecarboxylate BrC=1N=C(N2C1C(=NC=C2)Cl)C2CC(CC2)(C(=O)OC)C(C)C